O=C1NC(CCC1N1C(N(C2=C1C=CC(=C2)CCCCCCCN2N=CC(=C2)CC(=O)OC(C)(C)C)C)=O)=O tert-butyl 2-(1-(7-(1-(2,6-dioxopiperidin-3-yl)-3-methyl-2-oxo-2,3-dihydro-1H-benzo[d]imidazol-5-yl)heptyl)-1H-pyrazol-4-yl)acetate